N'-cyclopropyl-3-(ethylsulfonyl)-2-[3-methyl-6-(trifluoromethyl)-3H-imidazo[4,5-b]pyridin-2-yl]imidazo[1,2-a]pyridine-7-carbohydrazide C1(CC1)NNC(=O)C1=CC=2N(C=C1)C(=C(N2)C2=NC=1C(=NC=C(C1)C(F)(F)F)N2C)S(=O)(=O)CC